[N+](=O)([O-])C=1C(=C2N=CC=NC2=CC1)NS(=O)(=O)C N-(6-nitroquinoxalin-5-yl)methanesulfonamide